2-dodecyl-2-methyl-1,3-propylene glycol C(CCCCCCCCCCC)C(CO)(CO)C